C(C)C(C(=O)O)C ETHYL-METHYL-ACETIC ACID